CN1[C@H](C2=NS(CCN2CC1)(=O)=O)C1=CC=C(C=C1)OC1=CC=CC=C1 (9S)-8-methyl-9-(4-phenoxyphenyl)-3,4,6,7,8,9-hexahydropyrazino[2,1-c][1,2,4]thiadiazine 2,2-dioxide